N-(3-(4-(4-Aminothieno[3,2-d]pyrimidin-7-yl)-3-methyl-1H-pyrazol-1-yl)-4-methyl-phenyl)-3-(trifluoromethyl)benzamide NC=1C2=C(N=CN1)C(=CS2)C=2C(=NN(C2)C=2C=C(C=CC2C)NC(C2=CC(=CC=C2)C(F)(F)F)=O)C